(5-(hydroxymeth-yl)pyridin-3-yl)boronic acid OCC=1C=C(C=NC1)B(O)O